5-[1-(2-fluoro-6-methyl-phenyl)-piperidin-4-yl]-2-[1-(5-methyl-[1,3,4]oxadiazol-2-yl)-azetidin-3-yl]-7-(2-trifluoromethyl-benzyl)-2,4,5,7-tetrahydro-pyrazolo[3,4-d]pyrimidin-6-one FC1=C(C(=CC=C1)C)N1CCC(CC1)N1C(N(C=2C(C1)=CN(N2)C2CN(C2)C=2OC(=NN2)C)CC2=C(C=CC=C2)C(F)(F)F)=O